FC(C)(F)C=1N=C(C2=C(N1)SC(=C2)C)NCCCC2=CC=C(C=C2)C2=CC=C(C=C2)OC(F)(F)F 2-(1,1-difluoroethyl)-6-methyl-N-(3-(4'-(trifluoromethoxy)-[1,1'-biphenyl]-4-yl)propyl)thieno[2,3-d]pyrimidin-4-amine